BrC1=NC=CC2=C1C=CN2 4-bromo-1H-pyrrolo[3,2-c]pyridine